[Si](C)(C)(C(C)(C)C)O[C@H]1C[C@@H](N(C1)C1=CC(=NC=N1)NC(=O)[C@H]1[C@@H](C1)C1=NC=CC(=C1)C)C=1N=C2N(C=C(C=N2)C2CC2)C1 (1R,2R)-N-(6-((2R,4S)-4-((tert-butyldimethylsilyl)oxy)-2-(6-cyclopropylimidazo[1,2-a]pyrimidin-2-yl)pyrrolidin-1-yl)pyrimidin-4-yl)-2-(4-methylpyridin-2-yl)cyclopropane-1-carboxamide